1-({3,4-difluoro-2-[(2-fluoro-4-iodophenyl)amino]phenyl}carbonyl)-3-{[methyl(1-methylpyrrolidin-3-yl)amino]methyl}azetidin-3-ol FC=1C(=C(C=CC1F)C(=O)N1CC(C1)(O)CN(C1CN(CC1)C)C)NC1=C(C=C(C=C1)I)F